diisobutylfluorene C(C(C)C)C1=C(C=2CC3=CC=CC=C3C2C=C1)CC(C)C